1-((3,3-difluoro-1-methylcyclobutyl)methyl)-3-(3,3-difluorocyclobutyl)-4-(trifluoromethyl)-1H-pyrazole-5-carboxylic acid FC1(CC(C1)(C)CN1N=C(C(=C1C(=O)O)C(F)(F)F)C1CC(C1)(F)F)F